(S)-3-aminomethyl-7-(3-hydroxy-propoxy)-3H-benzo[c][1,2]oxaborol-1-ol NC[C@@H]1C2=C(B(O1)O)C(=CC=C2)OCCCO